2-(1,4-dioxan-2-yl)-7-isopropoxy-imidazo[1,2-a]pyridine-6-carboxylic acid O1C(COCC1)C=1N=C2N(C=C(C(=C2)OC(C)C)C(=O)O)C1